ClC=1C=C2C(=C3C1NC(NC31CCCCC1)=O)OC(=N2)C(=O)N[C@@H]2COCC2 5-chloro-7-oxo-N-[(3S)-oxolan-3-yl]-7,8-dihydro-6H-spiro[[1,3]oxazolo[5,4-f]quinazoline-9,1'-cyclohexane]-2-carboxamide